ClC1=CC=C(C=C1)C(/C(=C/C(=O)C1=CC=C(C=C1)Cl)/NC(C1=CC=CC=C1)=O)=O (Z)-N-(1,4-bis(4-chlorophenyl)-1,4-dioxobut-2-en-2-yl)benzamide